ClC1=NN(C(C(=C1)C)=O)[C@H](C(=O)N[C@@H](CC(=O)OCC)C=1C=C(C=C(C1F)C(F)(F)F)C1=C(C=C(C=C1C)F)CCCCC=C)CC=C Ethyl (S)-3-((S)-2-(3-chloro-5-methyl-6-oxopyridazin-1(6H)-yl)pent-4-enamido)-3-(4,4'-difluoro-2'-(hex-5-en-1-yl)-6'-methyl-5-(trifluoromethyl)-[1,1'-biphenyl]-3-yl)propanoate